NC/C=C/CN1C(=NC2=C1C(=CC(=C2)C(=O)OC)OC)NC(=O)C2=CC(=NN2CC)C methyl (E)-1-(4-aminobut-2-en-1-yl)-2-(1-ethyl-3-methyl-1H-pyrazole-5-carboxamido)-7-methoxy-1H-benzo[d]imidazole-5-carboxylate